C1(=CC=C(C=C1)C(=O)N[C@@H](CCC(=O)O)C(=O)O)C p-toluoyl-L-glutamic acid